(2-(chloromethoxy)ethyl)-trimethylsilane ClCOCC[Si](C)(C)C